2-Amino-7-fluoro-4-(5-fluoro-3-((R)-2-methylpiperazin-1-yl)-7,9-dihydrofuro[3,4-f]quinazolin-6-yl)thieno[3,2-c]pyridine-3-carbonitrile NC1=C(C=2C(=NC=C(C2S1)F)C=1C2=C(C=3C=NC(=NC3C1F)N1[C@@H](CNCC1)C)COC2)C#N